2-methoxy-4-methyl-3-nitropyridine COC1=NC=CC(=C1[N+](=O)[O-])C